C(#N)C1(CC1)C1=NC(=CC(=C1)C(=O)NC(C)C1=NC=CN=C1C1=NC=C(C=C1)OCC(F)(F)F)C(F)(F)F 2-(1-cyanocyclopropyl)-N-[1-[3-[5-(2,2,2-trifluoroethoxy)-2-pyridyl]pyrazin-2-yl]ethyl]-6-(trifluoromethyl)pyridine-4-carboxamide